(3S)-3-(7-{[(4R)-8-chloro-4-ethyl-1,1-dioxo-3,4-dihydro-2H-pyrido[2,3-b][1,4,5]oxathiazepin-2-yl]methyl}-2,3-dihydro-1H-inden-5-yl)-3-(1,4-dimethyl-1H-benzotriazol-5-yl)propanoic acid ClC1=CC2=C(O[C@@H](CN(S2(=O)=O)CC=2C=C(C=C3CCCC23)[C@H](CC(=O)O)C2=C(C3=C(N(N=N3)C)C=C2)C)CC)N=C1